(1R,2S,5S)-3-[(3R)-2-(tert-butoxycarbonylamino)-3-(cyclopropoxy)butanoyl]-6,6-dimethyl-3-azabicyclo[3.1.0]hexane-2-carboxylic acid C(C)(C)(C)OC(=O)NC(C(=O)N1[C@@H]([C@H]2C([C@H]2C1)(C)C)C(=O)O)[C@@H](C)OC1CC1